Cl.CN(C1=CC=C(N=N1)C1=C(C=CC(=C1)C(F)(F)F)O)C1CC(NC(C1)(C)C)(C)C 2-(6-(Methyl-(2,2,6,6-tetramethylpiperidin-4-yl)amino)pyridazin-3-yl)-4-(trifluoromethyl)phenol-Hydrochlorid